[B].[Mg].[K].[K] dipotassium-magnesium-boron